N[C@H](C(=O)NCC#C)CC1=CC=C(C=C1)N(CCCl)CCCl (S)-2-amino-3-(4-(bis(2-chloroethyl)amino)phenyl)-N-(prop-2-yn-1-yl)propanamide